3,5-bis(4-methylthiophenyl)-4H-1,2,4-triazole CSC1=CC=C(C=C1)C1=NN=C(N1)C1=CC=C(C=C1)SC